C(C1=CC=CC=C1)O[C@@H]1[C@@](O[C@@H]2OC(O[C@@H]21)(C)C)(C=O)CO[Si](C2=CC=CC=C2)(C2=CC=CC=C2)C(C)(C)C (3aR,5R,6S,6aR)-6-(benzyloxy)-5-(((tert-butyldiphenylsilyl)oxy)methyl)-2,2-dimethyltetrahydrofuro[2,3-d][1,3]dioxole-5-carbaldehyde